ethyl (R)-2-(1-((4'-(1,1,1,3,3,3-hexafluoro-2-hydroxypropan-2-yl)-[1,1'-biphenyl]-4-yl)methyl)-4-(pyridin-4-ylmethyl)piperazin-2-yl)acetate FC(C(C(F)(F)F)(O)C1=CC=C(C=C1)C1=CC=C(C=C1)CN1[C@@H](CN(CC1)CC1=CC=NC=C1)CC(=O)OCC)(F)F